N=1C=NN2C1C=NC(=C2)C2=CC(=NC=C2C(F)(F)F)NC(=O)N2C1CC(CC2(C1)C(C)OC)C cis-N-(4-([1,2,4]triazolo[1,5-a]pyrazin-6-yl)-5-(trifluoromethyl)pyridin-2-yl)-1-(1-methoxyethyl)-3-methyl-6-azabicyclo[3.1.1]heptane-6-carboxamide